triethyl-(5-methyl-2-((tetrahydro-2H-pyran-2-yl)oxy)phenyl)silane C(C)[Si](C1=C(C=CC(=C1)C)OC1OCCCC1)(CC)CC